(3-methylthiophen-2-yl)(3-(trifluoromethyl)phenyl)methanol CC1=C(SC=C1)C(O)C1=CC(=CC=C1)C(F)(F)F